(7-(5-(morpholine-4-carbonyl)pyridin-3-yl)pyrazolo[1,5-a]pyridin-3-yl)(piperidin-1-yl)methanone N1(CCOCC1)C(=O)C=1C=C(C=NC1)C1=CC=CC=2N1N=CC2C(=O)N2CCCCC2